ClC=1C=C(C(=NC1)OC(F)F)C1=NN=C(N1C)C1=C(C=CC=C1)C(F)(F)F 5-chloro-2-(difluoromethoxy)-3-(4-methyl-5-(2-(trifluoromethyl)phenyl)-4H-1,2,4-triazol-3-yl)pyridine